NCCC1=CC=C(C=C1)NC(=S)N1C=CC2=C1N=CN=C2N(C)[C@H]2CN(CC[C@H]2C)C(CC#N)=O N-(4-(2-aminoethyl)phenyl)-4-(((3R,4R)-1-(2-cyanoacetyl)-4-methylpiperidin-3-yl)(methyl)amino)-7H-pyrrolo[2,3-d]pyrimidine-7-carbothioamide